Cl.NCCCN(C(C1=C(C=C(C=C1)NC=1C=2N(C=CN1)C(=CN2)C2=CC=C(C=C2)OC)C)=O)C N-(3-aminopropyl)-4-((3-(4-methoxy-phenyl)imidazo[1,2-a]pyrazin-8-yl)amino)-N,2-dimethylbenzamide hydrochloride